3-(4-(hydroxymethyl)-5-methylthiazol-2-yl)-N,N-dimethylpropionamide OCC=1N=C(SC1C)CCC(=O)N(C)C